4-(4-chlorobenzyl)-1-isopropyl-3-(4-methoxy-phenyl)piperazine-2,5-dione ClC1=CC=C(CN2C(C(N(CC2=O)C(C)C)=O)C2=CC=C(C=C2)OC)C=C1